ClC=1C(=NC(=NC1)NC1=CC2=C(N(CCO2)CC2CCN(CC2)C)C=C1)NC1=C(C=CC=C1)S(=O)(=O)C(C)C 5-chloro-N4-(2-isopropylsulfonylphenyl)-N2-[4-[(1-methyl-4-piperidyl)methyl]-2,3-dihydro-1,4-benzoxazin-7-yl]pyrimidine-2,4-diamine